2-(4-(5-chloro-2-cyanophenyl)-5-methoxy-2-oxopyridin-1(2H)-yl)-2-fluoro-N-(4-(trifluoromethyl)phenyl)acetamide ClC=1C=CC(=C(C1)C1=CC(N(C=C1OC)C(C(=O)NC1=CC=C(C=C1)C(F)(F)F)F)=O)C#N